FC(OC1=CC=C(C=C1)N1N=CC(=C1)C(=O)N)(F)F 1-(4-(trifluoromethoxy)phenyl)-1H-pyrazole-4-carboxamide